Dimethylbutanediol CC(C(O)(O)C)CC